ClC=1C=C(C=2N(N1)C(=CN2)F)[C@@H]2[C@H](C2)C2=CC(=C(C#N)C=C2)F 4-((1S,2S)-2-(6-chloro-3-fluoroimidazo[1,2-b]pyridazin-8-yl)cyclopropyl)-2-fluorobenzonitrile